(1-(2-hydroxyethyl)-1H-indol-5-yl)methanone OCCN1C=CC2=CC(=CC=C12)C=O